FC(C1=NC=2C(=NC(=CC2)C(F)(F)F)N1C=1C=C2C=NNC2=CC1)(F)F 5-(2,5-Bis(trifluoromethyl)-3H-imidazo[4,5-b]pyridin-3-yl)-1H-indazol